C(C)C(CNCC1=CC(=CC=C1)CNCC(CCCC)CC)CCCC bis(2-ethylhexyl)-m-xylylenediamine